C(C)OC1=CC(=NC=C1C#N)[C@H](C)N1C(C2=CC(=CC(=C2CC1)C=1C(=NC(=CC1)F)C)CCN1[C@@H]([C@@H](CC1)O)C)=O 4-ethoxy-6-((S)-1-(5-(6-fluoro-2-methylpyridin-3-yl)-7-(2-((2R,3R)-3-hydroxy-2-methylpyrrolidin-1-yl)ethyl)-1-oxo-3,4-dihydroisoquinolin-2(1H)-yl)ethyl)nicotinonitrile